FC1=C(C(C#N)=C(C(=C1OC1=CC=C(C=C1)C(=O)OCC=C)OC1=CC=C(C=C1)C(=O)OCC=C)F)C#N 3,6-difluoro-4,5-bis[4-(allyloxycarbonyl)phenoxy]phthalonitrile